CC=1C=C(C(=O)[O-])C=CC1.CC(C[Sn+](CC(C)(C)C1=CC=CC=C1)CC(C)(C)C1=CC=CC=C1)(C)C1=CC=CC=C1 tri(2-methyl-2-phenylpropyl)tin m-methyl-benzoate